C(C(=C)C)(=O)OC(C)CCCCCCCCCCCCCOC(C(=C)C)=O 2,15-pentadecanediol dimethacrylate